C(C)OC(C)=O.[Zn] zinc ethylacetate